COC(CC1=CC=CC2=C1O[C@@H](C(N2)=O)C=2C=C(C=CC2)C2=CC(=CC=C2)CN)=O |r| (±)-2-(2-(3'-(Aminomethyl)-[1,1'-biphenyl]-3-yl)-3-oxo-3,4-dihydro-2H-benzo[b][1,4]oxazin-8-yl)acetic acid methyl ester